C(C)(C)(C)OC(=O)N1CC(=CC1)B1OC(C(O1)(C)C)(C)C tert-butyl-3-(4,4,5,5-tetramethyl-1,3,2-dioxaborolan-2-yl)-2,5-dihydro-1H-pyrrol-1-formate